(S)-N-(4-cyclobutyl-5-(3,5-difluorophenyl)-1-methyl-1H-pyrazol-3-yl)-2-(3,3-difluorocyclobutyl)propanamide C1(CCC1)C=1C(=NN(C1C1=CC(=CC(=C1)F)F)C)NC([C@@H](C)C1CC(C1)(F)F)=O